CN(C)[Si](C1=CC=C(C=C1)C=C)(N(C)C)N(C)C tris(dimethylamino)(4-vinylphenyl)silane